(2RS)-N-{4-[7-(2,2-Difluoroethyl)-5-methyl-4-oxo-3-phenyl-4,5-dihydro-1H-pyrrolo[3,2-c]pyridin-2-yl]pyridin-2-yl}-4,4-difluoro-2-(4-fluorophenyl)butanamid FC(CC=1C2=C(C(N(C1)C)=O)C(=C(N2)C2=CC(=NC=C2)NC([C@H](CC(F)F)C2=CC=C(C=C2)F)=O)C2=CC=CC=C2)F |r|